CN(C1(CCC2(CN(C(N2CCCCOC)=O)CC2=CC=C(C=C2)OC)CC1)C1=CC=CC=C1)C Cis-8-dimethylamino-1-(4-methoxy-butyl)-3-[(4-methoxyphenyl)-methyl]-8-phenyl-1,3-diazaspiro[4.5]decan-2-one